C(C#C)ON1N=CC2=CC=CC=C12 (prop-2-yn-1-yloxy)-1H-indazole